6-(3,4-difluorobenzyl)-N-((4,5-difluoropyridin-2-yl)methyl)-2-methyl-5-oxo-5,6-dihydro-1,6-naphthyridine-3-carboxamide FC=1C=C(CN2C(C=3C=C(C(=NC3C=C2)C)C(=O)NCC2=NC=C(C(=C2)F)F)=O)C=CC1F